COC(CNC1=NCC(C1)C)OC 2,2-dimethoxyethyl-(4-methyl-1-pyrrolin-2-yl)amine